3-cyclopropylbicyclo[1.1.1]pentan C1(CC1)C12CC(C1)C2